COC(\C(=C\OC)\C1=C(C=CC=C1)CBr)=O (E)-2-[2-(bromomethyl)phenyl]-3-Methoxyacrylic acid methyl ester